CC1=C(C(=O)O)C=CC(=C1)C1=NOC(C1)(C1=NC(=CN=C1)C(F)(F)F)C(F)(F)F 2-methyl-4-(5-(trifluoromethyl)-5-(6-(trifluoromethyl)pyrazin-2-yl)-4,5-dihydroisoxazol-3-yl)benzoic acid